CN(\C=N\C1=NC=C(C(=C1)C)[N+](=O)[O-])C (E)-N,N-dimethyl-N'-(4-methyl-5-nitropyridin-2-yl)formamidine